C(C=C)(=O)[O-].NC(C)S(=O)(=O)O.[Na+] sodium aminoethanesulfonate acrylate